BrC1=C(C2=CC=CC=C2C(=C1Br)OC)OC 2,3-dibromo-1,4-dimethoxynaphthalene